CC/C=C\\C[C@H]1[C@@H](O1)/C=C/C=C/C=C\\C/C=C\\C/C=C\\CCC(=O)[O-] The molecule is a docosanoid anion that is the conjugate base of (16S,17S)-epoxy-(4Z,7Z,10Z,12E,14E,19Z)-docosahexaenoic acid, obtained by deprotonation of the carboxy group; major species at pH 7.3. It is a docosanoid anion, a long-chain fatty acid anion and a polyunsaturated fatty acid anion. It is a conjugate base of a (16S,17S)-epoxy-(4Z,7Z,10Z,12E,14E,19Z)-docosahexaenoic acid.